N3-(3-Aminopentyl)-1,3-pentanediamine NC(CCNC(CCN)CC)CC